The molecule is a pyrimidine 2'-deoxyribonucleoside that is the L-enantiomer of thymine. A synthetic thymidine nucleoside analogue with activity against HBV DNA polymerase. It has a role as an antiviral drug and an EC 2.7.7.49 (RNA-directed DNA polymerase) inhibitor. It derives from a thymine. It is an enantiomer of a thymidine. CC1=CN(C(=O)NC1=O)[C@@H]2C[C@H]([C@@H](O2)CO)O